N-(3-(4'-(4-Methoxybutoxy)-4,5,5',6'-Tetrahydro-2H-Spiro[Furan-3,8'-Pyrano[3,4-b]Pyridin]-2'-yl)-1-Methyl-1H-Pyrrolo[2,3-c]Pyridin-5-yl)Acetamide COCCCCOC1=C2C(=NC(=C1)C1=CN(C3=CN=C(C=C31)NC(C)=O)C)C3(OCC2)COCC3